N-(3-amino-2,4-difluorophenyl)-2-chloro-5-((1R,3R)-2,2-dichloro-3-(4-fluoro-3-(trifluoromethyl)phenyl)cyclopropane-1-carboxamido)benzamide NC=1C(=C(C=CC1F)NC(C1=C(C=CC(=C1)NC(=O)[C@@H]1C([C@H]1C1=CC(=C(C=C1)F)C(F)(F)F)(Cl)Cl)Cl)=O)F